tris(2,6-xylyl) phosphite P(OC1=C(C=CC=C1C)C)(OC1=C(C=CC=C1C)C)OC1=C(C=CC=C1C)C